C1(CCCC1)CC(=O)NC1=C(C=C(C=C1C(F)(F)F)N1CCOCC1)C 2-Cyclopentyl-N-(2-methyl-4-morpholin-4-yl-6-trifluoromethyl-phenyl)-acetamide